C(C)(C)(C)C=1C=C(C=C(C1)C(C)(C)C)C1=C(C(=CC(=C1)C)B1OC(C(O1)(C)C)(C)C)OC1OCCCC1 2-(3',5'-di-tert-butyl-5-methyl-2-((tetrahydro-2H-pyran-2-yl)oxy)-[1,1'-biphenyl]-3-yl)-4,4,5,5-tetramethyl-1,3,2-dioxaborolane